1-[(3S)-3-[[6-[6-methoxy-5-(trifluoromethyl)pyridin-3-yl]-7,8-dihydro-5H-pyrido[4,3-d]pyrimidin-4-yl]amino]pyrrolidin-1-yl]propan-1-one COC1=C(C=C(C=N1)N1CC2=C(N=CN=C2N[C@@H]2CN(CC2)C(CC)=O)CC1)C(F)(F)F